BrCC1=C2C=CC=NC2=C2N=CC=CC2=C1 5-bromomethyl-1,10-phenanthroline